(3S)-9-fluoro-3-methyl-7-oxo-10-(3-(pyrimidin-2-ylamino)-pyrrolidin-1-yl)-2,3-dihydro-7H-[1,4]oxazino[2,3,4-ij]quinoline-6-carboxylic acid hydrochloride Cl.FC=1C=C2C(C(=CN3C2=C(C1N1CC(CC1)NC1=NC=CC=N1)OC[C@@H]3C)C(=O)O)=O